(3-(benzyloxy)-2-ethyl-4-oxopyridin-1(4H)-yl)carbamic acid tert-butyl ester C(C)(C)(C)OC(NN1C(=C(C(C=C1)=O)OCC1=CC=CC=C1)CC)=O